N-(4-((6-(3-butylureido)-7-(3-methoxypropoxy)quinazolin-4-yl)oxy)-3-fluorophenyl)-1-(4-fluorophenyl)-2-oxopiperidine-3-carboxamide C(CCC)NC(NC=1C=C2C(=NC=NC2=CC1OCCCOC)OC1=C(C=C(C=C1)NC(=O)C1C(N(CCC1)C1=CC=C(C=C1)F)=O)F)=O